diadamantane C1C2CC3C4C1C5CC(C4)CC3C5C2